N-[[6-[(1-benzylpyrrolidin-3-yl)amino]-2-pyridyl]sulfonyl]-2-(2,2,4-trimethylpyrrolidin-1-yl)pyridine-3-carboxamide C(C1=CC=CC=C1)N1CC(CC1)NC1=CC=CC(=N1)S(=O)(=O)NC(=O)C=1C(=NC=CC1)N1C(CC(C1)C)(C)C